ClC1=NC=2N(C(=C1)Cl)N=C(C2C2=CC=C(C=C2)Cl)C2=C(C=CC=C2)Cl 5,7-dichloro-2-(2-chlorophenyl)-3-(4-chlorophenyl)pyrazolo[1,5-a]pyrimidine